FC=1C=C(C=CC1C1=CC(=C(C(=C1)F)F)F)C1=CCC(CC1)C1OCC(CC1)CCC 2-[4-[3-fluoro-4-(3,4,5-trifluorophenyl)phenyl]cyclohex-3-en-1-yl]-5-propyl-tetrahydropyran